2-(7-chloro-1H-indol-3-yl)-N-(4-((6-methyl-2-(pyrrolidin-1-yl)pyrimidin-4-yl)amino)phenyl)acetamide ClC=1C=CC=C2C(=CNC12)CC(=O)NC1=CC=C(C=C1)NC1=NC(=NC(=C1)C)N1CCCC1